4-(6-Chloroquinoxalin-2-yloxy)phenol ClC=1C=C2N=CC(=NC2=CC1)OC1=CC=C(C=C1)O